N-(4-(3-(2,4-difluorophenyl)-1-methyl-1H-pyrazol-4-yl)-7-methoxypyrido[3,2-d]pyrimidin-6-yl)-3-azabicyclo[3.1.0]hexane-1-carboxamide FC1=C(C=CC(=C1)F)C1=NN(C=C1C=1C2=C(N=CN1)C=C(C(=N2)NC(=O)C21CNCC1C2)OC)C